(2R)-N-{2-benzyl-2-azaspiro[3.3]heptan-6-yl}-4-(5-cyanopyrimidin-2-yl)-2-methylpiperazine-1-carboxamide C(C1=CC=CC=C1)N1CC2(C1)CC(C2)NC(=O)N2[C@@H](CN(CC2)C2=NC=C(C=N2)C#N)C